C(C)(C)(C)OC(=O)N1CC2NC(C1)C2 3-(tert-butoxycarbonyl)-3,6-diazabicyclo[3.1.1]heptane